FC1=C(C(=CC(=C1)OC)F)C1=C(C(N(N1C)C1=CC(=CC(=C1)OC)F)=O)NC(C1=CC=C(C=C1)OC(F)F)=O N-[5-(2,6-difluoro-4-methoxyphenyl)-2-(3-fluoro-5-methoxyphenyl)-1-methyl-3-oxo-2,3-dihydro-1H-pyrazol-4-yl]-4-(difluoromethoxy)benzamide